FC=1C(=CC(=NC1)OC)C1=CC(=NN1)C(=O)N1C2(CC2)C[C@H](CC1)C(=O)N[C@H]1CN(CC1)N1CC=NC(=C1)C (S)-4-(5-(5-fluoro-2-methoxypyridin-4-yl)-1H-pyrazole-3-carbonyl)-N-((R)-1-(6-methylpyrazin-4-yl)pyrrolidin-3-yl)-4-azaspiro[2.5]octane-7-carboxamide